[O-]CC.[Li+] lithium ethoxide